3-(5-(4-((4,4-difluoropiperidin-1-yl)methyl)-1-methyl-1H-pyrrolo[2,3-b]pyridin-6-yl)-1-oxoisoindolin-2-yl)piperidine-2,6-dione FC1(CCN(CC1)CC1=C2C(=NC(=C1)C=1C=C3CN(C(C3=CC1)=O)C1C(NC(CC1)=O)=O)N(C=C2)C)F